C(C)(C)(C)OC(=O)N1C(CNCC1)C1=CC(=CC=2CCOC21)NC2=NC(=CC(=N2)C)NC [5-[[4-methyl-6-(methylamino)pyrimidin-2-yl]amino]-2,3-dihydrobenzofuran-7-yl]piperazine-1-carboxylic acid tert-butyl ester